bis((1,1,1,3,3,3-hexafluoropropan-2-yl)oxy)methane FC(C(C(F)(F)F)OCOC(C(F)(F)F)C(F)(F)F)(F)F